N-{(1S)-1-[({(4R)-1-[(4-chlorophenyl)sulfonyl]-3-oxohexahydro-1H-azepin-4-yl}amino)carbonyl]-3-methylbutyl}-1-benzothiophen-2-carboxamide ClC1=CC=C(C=C1)S(=O)(=O)N1CC([C@@H](CCC1)NC(=O)[C@H](CC(C)C)NC(=O)C=1SC2=C(C1)C=CC=C2)=O